C(C)(C)(C)OC(=O)O[C@@H]1[C@H]([C@H](N(C1)C(=O)OC(C)(C)C)CC1=CC=C(C=C1)OC)OC(CC=1N=NNN1)=O tert-butyl (2R,3S,4S)-4-[(tert-butoxycarbonyl) oxy]-2-[(4-methoxyphenyl)methyl]-3-{[2-(2H-1,2,3,4-tetrazol-5-yl)acetyl]oxy}pyrrolidine-1-carboxylate